FC1=CC=C(C=C1)C1=NN2C(CN(CC2)C)=C1C1=CC(=NC=C1)C 2-(4-fluorophenyl)-5-methyl-3-(2-methylpyridin-4-yl)-4,5,6,7-tetrahydropyrazolo[1,5-a]pyrazine